N-(2-cyano-4-(trifluoromethyl)phenyl)-2-(4-((1-(2-(2,6-dioxopiperidin-3-yl)-1,3-dioxoisoindolin-5-yl)azetidin-3-yl)ethynyl)-1H-pyrazol-1-yl)-2-methylpropanamide C(#N)C1=C(C=CC(=C1)C(F)(F)F)NC(C(C)(C)N1N=CC(=C1)C#CC1CN(C1)C=1C=C2C(N(C(C2=CC1)=O)C1C(NC(CC1)=O)=O)=O)=O